COC(=O)C1=NC=C(C2=C1CCC2)CN(CCO[Si](C)(C)C(C)(C)C)C(=O)OC(C)(C)C methyl-4-(((tert-butoxycarbonyl)(2-((tert-butyldimethylsilyl)oxy)ethyl)amino)methyl)-6,7-dihydro-5H-cyclopenta[c]pyridine-1-carboxylate